3-Ethyl-1-(4-methoxybenzyl)-2-oxo-2,3-dihydro-1H-pyrimido[4,5,6-de]quinazoline-8-carbaldehyde C(C)N1C(N(C2=CC(=CC=3C2=C1N=CN3)C=O)CC3=CC=C(C=C3)OC)=O